zirconium-aluminium [Al].[Zr]